OC(C)(C1=CC=CC=C1)C1=C(C=CC=C1)NS(=O)(=O)C1=CC=C(C=C1)C1=CC=CC=C1 N-(2-(1-hydroxy-1-phenylethyl)phenyl)-[1,1'-biphenyl]-4-sulfonamide